C(C=C)(=O)OC(CS(=O)(=O)[O-])(C)C.[Na+] sodium 2-acryloxy-2-methylpropanesulfonate